N-(1-oxododecyl)-morpholine O=C(CCCCCCCCCCC)N1CCOCC1